(4-amino-6-((4-phenoxy-phenyl)-amino)-1,3,5-triazin-2-yl)-methan-d2-ol NC1=NC(=NC(=N1)NC1=CC=C(C=C1)OC1=CC=CC=C1)C(O)([2H])[2H]